CC1=NC(=NO1)C1=CC=C2C=CN=C(C2=C1)NCCN1C(C2=CC(=CC=C2C1)C1=NOC(=N1)CCC)=O 2-[2-[[7-(5-Methyl-1,2,4-oxadiazol-3-yl)-1-isoquinolyl]amino]ethyl]-6-(5-propyl-1,2,4-oxadiazol-3-yl)isoindolin-1-one